CNC(CC=1C=CC2=C(CCO2)C1)C N-methyl-1-(2,3-dihydrobenzofuran-5-yl)-propan-2-amine